C(C1=CC=CC=C1)N1[C@@H]2[C@H](CC1)[C@H](NC2)C (3aR,4R,6aR)-1-benzyl-4-methyloctahydropyrrolo-[3,4-b]pyrrole